(R)-4-(3-chloro-5-(1-(N-cyclopropylacrylamido)-2-oxo-2-((2,2,2-trifluoroethyl)amino)ethyl)phenyl)-6-fluoro-N-methylpicolinamide ClC=1C=C(C=C(C1)[C@H](C(NCC(F)(F)F)=O)N(C(C=C)=O)C1CC1)C1=CC(=NC(=C1)F)C(=O)NC